[OH-].[OH-].C(C)(C)C1=C(C=CC=C1)C(C)C diisopropylbenzene Dihydroxide